C(C=C)(=O)N1C(CN(CC1)C1=NC(=NC=2CC(CCC12)N1CC2=CC=C(C=C2CC1)Br)OCCN1CCCC1)CC#N 2-(1-acryloyl-4-(7-(6-bromo-3,4-dihydroisoquinolin-2(1H)-yl)-2-(2-(pyrrolidin-1-yl)ethoxy)-5,6,7,8-tetrahydroquinazolin-4-yl)piperazin-2-yl)acetonitrile